N-(3-amino-2,4,5-trifluorophenyl)-N-((2-(trimethylsilyl)ethoxy)methyl)-propane-1-sulfonamide NC=1C(=C(C=C(C1F)F)N(S(=O)(=O)CCC)COCC[Si](C)(C)C)F